ClC1=C2C(=NC=C1C=1C=C(C=CC1)N1C(CNCC1)=O)NC=C2C#CCN(C)C 1-(3-(4-chloro-3-(3-(dimethyl-amino)prop-1-yn-1-yl)-1H-pyrrolo[2,3-b]pyridin-5-yl)phenyl)piperazin-2-one